C(CC(C)C)[S] isoamyl-sulfur